C(#N)C1=CC=C(C(=O)NC=2C=CC=C3C=CC(=NC23)C)C=C1 4-Cyano-N-(2-methylquinolin-8-yl)benzamide